N,N-diethyl-3-azabicyclo[3.1.0]Hexane-6-carboxamide trifluoroacetate FC(C(=O)O)(F)F.C(C)N(C(=O)C1C2CNCC12)CC